2-(4,6-dimethylpyrazolo[1,5-a]pyrazin-2-yl)-7-(octahydro-5H-pyrrolo[3,2-c]pyridin-5-yl)-4H-pyrido[1,2-a]pyrimidin-4-one CC=1C=2N(C=C(N1)C)N=C(C2)C=2N=C1N(C(C2)=O)C=C(C=C1)N1CC2C(CC1)NCC2